Cl.C(C)(C)C1=C(C=CC(=C1)S(N[C@H](C)C1CCNCC1)(=O)=O)NC(C1=C(C=CC=C1)C)=O (R)-N-(2-isopropyl-4-(N-(1-(piperidin-4-yl)ethyl)sulfamoyl)phenyl)-2-methylbenzamide hydrochloride